2-[(1-methylpyrazol-4-yl)amino]acetamide CN1N=CC(=C1)NCC(=O)N